methyl 3-benzyloxy-4,6-dibromopyridine-2-carboxylate C(C1=CC=CC=C1)OC=1C(=NC(=CC1Br)Br)C(=O)OC